C1(CCCCC1)OC1=CC=C(C=N1)N1C(C2(C3=C1N=C(N=C3)C=C)CC2)=O 7'-(6-(cyclohexyloxy)pyridin-3-yl)-2'-vinylspiro[cyclopropane-1,5'-pyrrolo[2,3-d]pyrimidin]-6'(7'H)-one